N=1C=CN2C1C=C(C=C2)C2=C(C=C(C(=N2)C#N)C)C=2C=NN(C2)CC2(CC2)C(F)(F)F 6-imidazo[1,2-a]pyridin-7-yl-3-methyl-5-(1-{[1-(trifluoromethyl)cyclopropyl]methyl}-1H-pyrazol-4-yl)pyridine-2-carbonitrile